BrC1=CN=C(C(=N1)C#N)Cl 6-Bromo-3-chloro-pyrazine-2-carbonitrile